2-oxo-3-(piperidin-4-yl)-2,3-dihydro-1H-benzo[d]imidazole-5-carbonitrile O=C1N(C2=C(N1)C=CC(=C2)C#N)C2CCNCC2